3-(5-bromo-2-isopropoxyphenyl)-2-chloromethylquinazol-4(3H)one BrC=1C=CC(=C(C1)N1C(=NC2=CC=CC=C2C1=O)CCl)OC(C)C